5-trihydroxyethyls-triazine OC(CN1CN=CN=C1)(O)O